COC1=NC2=CC(=CC(=C2N=C1)C=1SC(=CN1)C1=NC=C(C=C1)OC)C 2-(2-methoxy-7-methylquinoxalin-5-yl)-5-(5-methoxypyridin-2-yl)thiazole